4-(monochloromethyl)benzyl isocyanate ClCC1=CC=C(CN=C=O)C=C1